ClC1=CC=C(COC2=NC=C(C(=C2)OCC2=CC=C(C=C2)OC)C=2N(C=C(C2)C(F)(F)F)C)C=C1 ((4-chlorobenzyl)oxy)-4-((4-methoxybenzyl)oxy)-5-(1-methyl-4-(trifluoromethyl)-1H-pyrrol-2-yl)pyridine